FC1=NC=CC=C1[N+](=O)[O-] 2-fluoro-3-nitro-pyridine